C(C1=CC=CC=C1)(=N)N Benzamidin